OC1=C2CC(CC2=CC=C1)=O 4-hydroxy-1,3-dihydro-2H-inden-2-one